NC=1NC(C=C(N1)C1(C(C1(C)C)(C)C)C)=O 2-amino-4-(1,2,2,3,3-pentamethylcyclopropyl)-1H-pyrimidin-6-one